C1=CC2=C(C=C1F)C(=CN2)CC(C(=O)O)N The molecule is a non-proteinogenic alpha-amino acid that is tryptophan in which the hydrogen at position 5 on the indole ring is replaced by a fluoro group. It is a tryptophan derivative, an organofluorine compound and a non-proteinogenic alpha-amino acid.